NC1=NC(=CC=C1)Cl amino-6-chloropyridine